(S)-3-(bromomethyl)-5-(3-(3-((tert-butyldiphenylsilyl)oxy)-2,2-dimethylpropyl)-2-(2-(1-methoxyethyl)pyridin-3-yl)-1-(2,2,2-trifluoroethyl)-1H-indol-5-yl)-1,2,4-thiadiazole BrCC1=NSC(=N1)C=1C=C2C(=C(N(C2=CC1)CC(F)(F)F)C=1C(=NC=CC1)[C@H](C)OC)CC(CO[Si](C1=CC=CC=C1)(C1=CC=CC=C1)C(C)(C)C)(C)C